CC=1C=C(NCCO)C=CC1 3-methyl-N-(beta-hydroxyethyl)aniline